ClC=1C=C(C=C(C1)OCC(F)(F)F)[C@@H](C)N |r| (±)-1-(3-chloro-5-(2,2,2-trifluoroethoxy)phenyl)ethan-1-amine